2-(3-(4-((7H-pyrrolo[2,3-d]pyrimidin-4-yl)amino)-1H-pyrazol-1-yl)-1-tosylazetidin-3-yl)acetonitrile N1=CN=C(C2=C1NC=C2)NC=2C=NN(C2)C2(CN(C2)S(=O)(=O)C2=CC=C(C)C=C2)CC#N